C(C1=CC=CC=C1)[C@@H]1[C@@H]2[C@@H]3C(N[C@]1(C[C@@H]3CN2CC(C)C)C(=O)NCC(C)C)=O |o1:7,8,9,12,14| (3S*,3aR*,6S*,7R*,7aR*)-7-benzyl-N,1-diisobutyl-4-oxooctahydro-6H-3,6-methanopyrrolo[3,2-c]pyridine-6-carboxamide